C(C)(C)(C)C1=CC=CC=C1C(=O)OO.C(C)(C)(CC)C1=C(C(=O)OO)C=CC=C1.NC1=C2N=C(N(C2=NC=N1)C1CC(C(O1)CO)O)\C=C\C1=CC=CC=C1 5-(6-amino-8-(((E)-styryl))-9H-purin-9-yl)-2-(hydroxymethyl)tetrahydrofuran-3-ol tert-amyl-peroxybenzoate (Tert-Butylperbenzoate)